[Cl-].[Cl-].C(C)(C)(C)C1=CC=C(C=C1)C(=[Zr+2](C1=CC(=CC=2C3=CC(=CC=C3CC12)C(C)(C)C)C(C)(C)C)C1C=CC=C1)C1=CC=C(C=C1)C(C)(C)C di(p-tert-butyl-phenyl)methylene(cyclopentadienyl)(3,6-ditert-butylfluorenyl)zirconium dichloride